NC=1C=C(C=C(C1)C(F)(F)F)[C@@H](C)NC1=NC(=NC2=CC=C(C=C12)P(C)(C)=O)C(F)(F)F (R)-(4-(1-(3-amino-5-trifluoromethylphenyl)ethylamino)-2-trifluoromethylquinazolin-6-yl)dimethylphosphine oxide